(R)-5-([1,1'-biphenyl]-4-yl)-N,2-dimethyl-4-oxovaleramide C1(=CC=C(C=C1)CC(C[C@H](C(=O)NC)C)=O)C1=CC=CC=C1